Methyl 4-(2-(2-aminopyridin-3-yl)-5-cyclopropyl-3H-imidazo[4,5-b]pyridin-3-yl)benzoate NC1=NC=CC=C1C1=NC=2C(=NC(=CC2)C2CC2)N1C1=CC=C(C(=O)OC)C=C1